(S)-2-((4-((4-fluorobenzyl)oxy)benzyl)carbamoyl)pyrrolidine-1-carboxylic acid tert-butyl ester C(C)(C)(C)OC(=O)N1[C@@H](CCC1)C(NCC1=CC=C(C=C1)OCC1=CC=C(C=C1)F)=O